3-methylthiazolidine-thione CN1C(SCC1)=S